C(CCCCCCC\C=C/CCCCCCCC)(=O)OC[C@@H](OC(CCCCCCC\C=C/CCCCCCCC)=O)CO 1,2-bis-oleoyl-sn-glycerol